6-(2-amino-6-fluoro-5-(4-(4-isopropylpiperazin-1-yl)phenyl)pyridin-3-yl)-4,8-difluoro-3-methylisoquinolin-1(2H)-one NC1=NC(=C(C=C1C=1C=C2C(=C(NC(C2=C(C1)F)=O)C)F)C1=CC=C(C=C1)N1CCN(CC1)C(C)C)F